[Sn].[W] Tungsten tin